(2R,3R,4R,5S)-4-[[3-[2-(difluoromethoxy)-4-fluoro-phenyl]-4,5-dimethyl-5-(trifluoromethyl)tetrahydrofuran-2-carbonyl]amino]-N-methyl-pyridine-2-carboxamide FC(OC1=C(C=CC(=C1)F)[C@@H]1[C@@H](O[C@@]([C@@H]1C)(C(F)(F)F)C)C(=O)NC1=CC(=NC=C1)C(=O)NC)F